ClC1=C(C(=C(C=C1OC)OC)Cl)N1C(N(C2=NC(=NC=C2C1)NC)C1CN(CC1)C(C=CCN(C)C)=O)=O 3-(2,6-dichloro-3,5-dimethoxyphenyl)-1-(1-(4-(dimethylamino)-but-2-enoyl)pyrrolidin-3-yl)-7-(methylamino)-3,4-dihydropyrimido[4,5-d]-pyrimidin-2(1H)-one